2-(2-oxo-3-azabicyclo[3.1.0]hexane-3-yl)acetamide O=C1C2CC2CN1CC(=O)N